ClC1=C(C=CC=C1)[C@H](C)NC1=NC(=C(C(=O)N[C@H](C)\C=C\S(=O)(=O)C)C=C1F)F 6-(((S)-1-(2-Chlorophenyl)ethyl)amino)-2,5-difluoro-N-((R,E)-4-(methylsulfonyl)but-3-en-2-yl)nicotinamide